(R)-5-bromo-N-(1-(2,4-dichlorophenyl)ethyl)-2-nitropyridin-3-amine BrC=1C=C(C(=NC1)[N+](=O)[O-])N[C@H](C)C1=C(C=C(C=C1)Cl)Cl